bis(Adamantyl)(2',4',6'-triisopropyl-3,6-dimethoxy-2-biphenylyl)phosphine C12(CC3CC(CC(C1)C3)C2)P(C2=C(C(=CC=C2OC)OC)C2=C(C=C(C=C2C(C)C)C(C)C)C(C)C)C23CC1CC(CC(C2)C1)C3